NC1=C(C=C(C(=O)NC=2C(=NC=CC2)OC)C=C1)Cl 4-amino-3-chloro-N-(2-methoxypyridin-3-yl)benzamide